N1C=C(C2=CC=CC=C12)C([C@H](C1=CC=CC=C1)NCCC=1C=NC(=CC1)NCCOC)=O |r| (S)- and (R)-1-(1H-indol-3-yl)-2-((2-(6-((2-methoxyethyl)amino)pyridin-3-yl)ethyl)amino)-2-phenylethan-1-one